rac-(2R,4S)-tert-Butyl 4-hydroxy-2-((4-methyl-3-((1-(naphthalen-1-yl)cyclopropyl)carbamoyl)phenoxy)methyl)pyrrolidine-1-carboxylate O[C@H]1C[C@@H](N(C1)C(=O)OC(C)(C)C)COC1=CC(=C(C=C1)C)C(NC1(CC1)C1=CC=CC2=CC=CC=C12)=O |r|